1-(2-methylpyrimidin-4-yl)piperidin CC1=NC=CC(=N1)N1CCCCC1